BrC1=C2C=3CC4(OCCO4)C[C@@H](C3NC2=C(C(=C1)Cl)Cl)CC(=O)OCC |r| racemic-ethyl 2-(5-bromo-7,8-dichloro-1,2,4,9-tetrahydrospiro[carbazole-3,2'-[1,3]dioxolan]-1-yl)acetate